CS(=O)(=O)OC=1C=NC=NC1 pyrimidin-5-yl methanesulfonate